ClC1=C(C=2N(C(=C1)NCC1=C(C=C(C=C1)OC)OC)N=CN2)C(=O)OC methyl 7-chloro-5-{[(2,4-dimethoxyphenyl) methyl] amino}-[1,2,4]triazolo[1,5-a]pyridine-8-carboxylate